tert-butyl 1-((tert-butoxycarbonyl) amino)-3,3-difluoro-8-azaspiro[4.5]decane-8-carboxylate C(C)(C)(C)OC(=O)NC1CC(CC12CCN(CC2)C(=O)OC(C)(C)C)(F)F